C(C1=CC=CC=C1)ONC1CCC(CC1)NC(C)=O N-(4-((benzyloxy)amino)cyclohexyl)acetamide